(2S,4R)-1-[2-(3,5-dimethyl-1,2-oxazol-4-yl)acetyl]-4-fluoro-N-[(S)-phenyl[4-(propan-2-yl)phenyl]methyl]pyrrolidine-2-carboxamide CC1=NOC(=C1CC(=O)N1[C@@H](C[C@H](C1)F)C(=O)N[C@H](C1=CC=C(C=C1)C(C)C)C1=CC=CC=C1)C